C(C)(C)(C)OC([C@@H](C)OC1=CC=C2C(=CC(OC2=C1)=O)Cl)=O (R)-2-((4-chloro-2-oxo-2H-chromen-7-yl)oxy)propanoic acid tert-butyl ester